P(=O)(OCC1=CC=CC=C1)(OC1=C(C=CC2=C1C[C@H]1CCCN([C@@H]1C2)CCC)OP(=O)(OCC2=CC=CC=C2)OCC2=CC=CC=C2)O benzyl ((4aR,10aR)-7-((bis(benzyloxy)phosphoryl)oxy)-1-propyl-1,2,3,4,4a,5,10,10a-octahydrobenzo[g]quinolin-6-yl) hydrogen Phosphate